2-(Biphenyl-4-Sulfonyl)-1,2,3,4-Tetrahydro-Isoquinoline C1(=CC=C(C=C1)S(=O)(=O)N1CC2=CC=CC=C2CC1)C1=CC=CC=C1